S(=O)(=O)(O)O.C(C)(CCCCCCCCCCCC)OC(C)CCCCCCCCCCCC sec-tetradecyl ether sulfate salt